BrC1=CN=C2C(N(C(=NN21)C)C(C)C)=O 7-bromo-3-isopropyl-2-methylimidazo[2,1-f][1,2,4]triazin-4(3H)-one